tert-butyl 4-(6-((7-cyclopentyl-6-(dimethylcarbamoyl)-7H-pyrrolo[2,3-d]pyrimidin-2-yl)amino)pyridin-3-yl)piperidine-1-carboxylate C1(CCCC1)N1C(=CC2=C1N=C(N=C2)NC2=CC=C(C=N2)C2CCN(CC2)C(=O)OC(C)(C)C)C(N(C)C)=O